IC=1C=C(CC2(CC2)C(=O)OC(C)(C)C)C=CC1 Tert-Butyl 1-(3-iodobenzyl)cyclopropane-1-carboxylate